methyl (8Z)-19-[(dimethylamino)methyl]octacos-11-enoate CN(C)CC(CCCCCCC=CCCCCCCCCCC(=O)OC)CCCCCCCCC